(aminomethyl)carbamic acid benzyl ester C(C1=CC=CC=C1)OC(NCN)=O